silicate titanium-silicon [Si+4].[Ti+4].[Si]([O-])([O-])([O-])[O-].[Si]([O-])([O-])([O-])[O-]